5-(1-ethyl-1H-benzo[d][1,2,3]triazol-6-yl)-N-((3R,4S)-3-fluoro-1-methylpiperidin-4-yl)-4-methoxypyrrolo[2,1-f][1,2,4]triazin-2-amine C(C)N1N=NC2=C1C=C(C=C2)C=2C=CN1N=C(N=C(C12)OC)N[C@@H]1[C@@H](CN(CC1)C)F